4-chlorobenzyl (S)-(4-(1-(3-methylisoxazole-5-carboxamido)eth-yl)phenyl)carbamate CC1=NOC(=C1)C(=O)N[C@@H](C)C1=CC=C(C=C1)NC(OCC1=CC=C(C=C1)Cl)=O